1,1-Bis-(5-tert.butyl-4-hydroxy-2-methylphenyl)-3-n-dodecylmercaptobutan C(C)(C)(C)C=1C(=CC(=C(C1)C(CC(C)SCCCCCCCCCCCC)C1=C(C=C(C(=C1)C(C)(C)C)O)C)C)O